C(C)(C)(C)NS(=O)(=O)C1=CC=C(C=C1)NC([C@H](CC1=CC=CC=C1)NC(=O)C1=NC=C(C=C1)F)=O (S)-N-(1-(4-(N-tert-butylsulfamoyl)phenylamino)-1-oxo-3-phenylpropan-2-yl)-5-fluoropyridinamide